cyclopentyl-3-methyl-7-methylsulfanyl-4H-pyrimido[4,5-d]pyrimidin-2-one C1(CCCC1)C1N(C(NC2=NC(=NC=C21)SC)=O)C